ClC1=[N+](C=CC=C1C1=CN=C(O1)CC1CC(C1)(F)F)[O-] 2-chloro-3-(2-((3,3-difluorocyclobutyl)methyl)oxazol-5-yl)pyridine 1-oxide